NC1=C(C(=O)NCC2CN(C2)C(=O)OC(C)(C)C)C=C(C=C1Br)C tert-Butyl 3-((2-amino-3-bromo-5-methylbenzamido)methyl)azetidine-1-carboxylate